O=[P].[Pr].CO[Sn](C(C)C)(OC)OC tri(methoxy)isopropyl-stannane praseodymium oxophosphorus salt